4-(3-(2,4-Difluoro-3-hydroxy-5-(trifluoromethyl)phenyl)-1-methyl-1H-pyrazolo[3,4-d]pyrimidin-6-yl)-1-ethylpiperazin-2-one FC1=C(C=C(C(=C1O)F)C(F)(F)F)C1=NN(C2=NC(=NC=C21)N2CC(N(CC2)CC)=O)C